10-methoxy-N-methyl-9-[3-(pyrrolidin-1-yl)propoxy]-1H,2H,3H,4H,5H-azepino[3,2-c]quinolin-6-amine formate C(=O)O.COC1=CC=2C3=C(C(=NC2C=C1OCCCN1CCCC1)NC)CCCCN3